(6R)-2-(1-amino-3-((tert-butyldiphenylsilyl)oxy)propan-2-yl)-5-(4-chloro-3-cyanoBenzoyl)-6-methyl-4,5,6,7-tetrahydro-2H-pyrazolo[4,3-c]Pyridine-3-carboxylic acid ethyl ester C(C)OC(=O)C=1N(N=C2C1CN([C@@H](C2)C)C(C2=CC(=C(C=C2)Cl)C#N)=O)C(CN)CO[Si](C2=CC=CC=C2)(C2=CC=CC=C2)C(C)(C)C